mono-N-Boc-propylenediamine C(=O)(OC(C)(C)C)NCC(C)N